C(C)(C)(C)[Si](OCC(=O)NN)(C1=CC=CC=C1)C1=CC=CC=C1 2-{[tert-butyl-(diphenyl)silyl]oxy}acetohydrazide